(S)-N-(5-hydroxy-4-((4-methoxy-5-(2,2,2-trifluoro-1-methoxyethyl)pyrazolo[1,5-a]pyridin-3-yl)amino)pyridin-2-yl)cyclopropanecarboxamide OC=1C(=CC(=NC1)NC(=O)C1CC1)NC=1C=NN2C1C(=C(C=C2)[C@@H](C(F)(F)F)OC)OC